2-(4-methoxyphenyl)-[1,2,4]triazolo[1,5-a]pyrimidin-7(4H)-one COC1=CC=C(C=C1)C1=NN2C(NC=CC2=O)=N1